1-(tert-butyl)-3-(2,3,5-trifluorophenyl)-5-methyl-pyrazole-4-ol C(C)(C)(C)N1N=C(C(=C1C)O)C1=C(C(=CC(=C1)F)F)F